Methyl-(6-thioureido-5-(trifluoromethyl)pyridin-3-yl)carbamic acid tert-butyl ester C(C)(C)(C)OC(N(C=1C=NC(=C(C1)C(F)(F)F)NC(=S)N)C)=O